p-hydroxytetrafluorostyrene OC1=C(C(=C(C=C)C(=C1F)F)F)F